FC(C(=O)O)(F)F.N[C@H]1[C@H](CCC[C@@H]1C1=C(C2=NC(=CC(=C2S1)NCC=1SC=CC1)Cl)C)O (1s,2r,3s)-2-amino-3-(5-chloro-3-methyl-7-((thiophen-2-ylmethyl)amino)thieno[3,2-b]pyridin-2-yl)cyclohexan-1-ol trifluoroacetate